5-isopropoxy-3,4-dibromo-2(5H)-furanone C(C)(C)OC1C(=C(C(O1)=O)Br)Br